4,4a,5,9b-tetrahydroindeno[1,2-d]m-dioxin O1COCC2C1C1=CC=CC=C1C2